(2R,3R)-5,7-dihydroxy-2-(3,4,5-trihydroxyphenyl)chroman-3-yl-4-((ethylcarbamoyl)oxy)-3,5-dihydroxybenzoate OC1=C2C[C@H]([C@H](OC2=CC(=C1)O)C1=CC(=C(C(=C1)O)O)O)OC(C1=CC(=C(C(=C1)O)OC(NCC)=O)O)=O